FC=1C=C(C=CC1CCN=C=S)S(=O)(=O)N 3-fluoro-4-(2-isothiocyanato)ethyl-benzenesulfonamide